C(C)OC(=O)C1(CC=2C(=NC=CC2C)C1)C(=O)OCC 4-methyl-5,7-dihydrocyclopenta[b]pyridine-6,6-dicarboxylic acid diethyl ester